3-(((R)-7-((2S,4R)-2-(2,5-Difluorophenyl)-4-(isopropylamino)piperidine-1-carbonyl)-7-azaspiro[4.5]decan-10-yl)methyl)-6-phenylpyrimidin-4(3H)-one FC1=C(C=C(C=C1)F)[C@H]1N(CC[C@H](C1)NC(C)C)C(=O)N1CC2(CCCC2)[C@@H](CC1)CN1C=NC(=CC1=O)C1=CC=CC=C1